C(C1=CC=CC=C1)[C@H]1[C@H]2[C@]3(NC[C@@H]1C[C@H]3CN2CC(C)C)C(=O)N |o1:7,8,9,12,14| (3S*,3aS*,6R*,7R*,7aS*)-7-benzyl-1-isobutyloctahydro-1H-3,6-methanopyrrolo[3,2-b]pyridine-3a-carboxamide